N,N-bis(trifluoromethyl)-2-((1,7,7-trimethyl-2-phenylbicyclo[2.2.1]heptan-2-yl)oxy)ethan-1-amine FC(N(CCOC1(C2(CCC(C1)C2(C)C)C)C2=CC=CC=C2)C(F)(F)F)(F)F